NC1CCN(CC1)C1=NC(=NC(=C1)N1CCCC1)NC1=CC2=C(C=N1)C=NN2C(C)C N-[4-(4-aminopiperidin-1-yl)-6-(pyrrolidin-1-yl)pyrimidin-2-yl]-1-(propan-2-yl)-1H-pyrazolo[4,3-c]pyridin-6-amine